1,2-di(1-naphthyl)acetylene C1(=CC=CC2=CC=CC=C12)C#CC1=CC=CC2=CC=CC=C12